ClC=1C(N(S(C1Cl)(=O)=O)CC1(CCCCC1)C(=O)O)=O ((4,5-dichloro-1,1-dioxido-3-oxoisothiazol-2(3H)-yl)methyl)cyclohexane-1-carboxylic acid